CO[Si](CCCC(CCN)N)(OC)OC (3-trimethoxysilylpropyl)-1,3-propanediamine